2-(4-(2-(4-cyanophenyl)benzo[d][1,3]dioxol-4-yl)-2-fluorobenzyl)-1-(2-methoxyethyl)-1H-benzo[d]imidazole-6-carboxylic acid C(#N)C1=CC=C(C=C1)C1OC2=C(O1)C=CC=C2C2=CC(=C(CC1=NC3=C(N1CCOC)C=C(C=C3)C(=O)O)C=C2)F